2-(3-methylphenoxy)-5-chlorobenzoamide CC=1C=C(OC2=C(C(=O)N)C=C(C=C2)Cl)C=CC1